N1C=C(C2=CC=CC=C12)C1CN(CC1)CCCC(=O)OC methyl 4-(3-(1H-indol-3-yl)pyrrolidin-1-yl)butyrate